5-(4-fluorophenyl)-4-oxo-1,4-dihydropyridazine-3-carboxamide FC1=CC=C(C=C1)C=1C(C(=NNC1)C(=O)N)=O